ClC=1C=NC(=NC1)N1CCC(CC1)CCCOC1=CC(=C(C=C1)CC(=O)N1CC(C1)CC(=O)O)F [1-[2-[4-[3-[1-(5-chloropyrimidin-2-yl)-4-piperidinyl]propoxy]-2-fluoro-phenyl]acetyl]azetidin-3-yl]acetic acid